1'-C-Cyano-2'-deoxyuridine C(#N)[C@@]1(C[C@H](O)[C@@H](CO)O1)N1C(=O)NC(=O)C=C1